BrC=1C(=C(C=CC1)N1C(C(C2=CC(=CC=C12)C1CCN(CC1)C(=O)OC(C)(C)C)(C)C(C)C)=O)C(N)=O tert-butyl 4-(1-(3-bromo-2-carbamoylphenyl)-3-isopropyl-3-methyl-2-oxoindolin-5-yl)piperidine-1-carboxylate